N-(7-(2-chloro-5-fluorophenyl)-9-oxo-8,9-dihydro-7H-imidazo[1,2-a]pyrrolo[3,4-c]pyridin-6-yl)-3-fluoro-5-(trifluoromethyl)benzamide ClC1=C(C=C(C=C1)F)C1NC(C=2C=3N(C=C(C21)NC(C2=CC(=CC(=C2)C(F)(F)F)F)=O)C=CN3)=O